4-(2,6-dimethoxyphenyl)-5-phenyl-2-(thiophen-2-yl)oxazole COC1=C(C(=CC=C1)OC)C=1N=C(OC1C1=CC=CC=C1)C=1SC=CC1